N-(2-((2-((R)-4-isopropyl-2-oxoimidazolidin-1-yl)-2-(methylcarbamoyl)-2,3-dihydro-1H-inden-5-yl)amino)-1-(4-methoxycyclohexyl)-2-oxoethyl)-1-methyl-1H-pyrazole-5-carboxamide C(C)(C)[C@H]1NC(N(C1)C1(CC2=CC=C(C=C2C1)NC(C(C1CCC(CC1)OC)NC(=O)C1=CC=NN1C)=O)C(NC)=O)=O